2-(3,5-Dimethylphenyl)-5-(2-methyloctan-2-yl)benzene-1,3-diol CC=1C=C(C=C(C1)C)C1=C(C=C(C=C1O)C(C)(CCCCCC)C)O